C(CCCCCC)C=1NC2=CC=CC=C2C(C1O)=O 2-heptyl-3-hydroxy-4-oxo-1,4-dihydroquinolin